S(N)(=O)(=O)NC1CCC(CC1)C1=CC=C(C=C1)NC(=O)N1CC2=CC=CC=C2C1 N-(4-(4-(sulfamoylamino)cyclohexyl)phenyl)isoindoline-2-carboxamide